2,6-bis(5H-benzo[b]carbazol-5-yl)-4-(4,6-diphenyl-1,3,5-triazin-2-yl)benzonitrile C1=C2C=3C=C4C(=CC3N(C2=CC=C1)C1=C(C#N)C(=CC(=C1)C1=NC(=NC(=N1)C1=CC=CC=C1)C1=CC=CC=C1)N1C2=CC=CC=C2C=2C=C3C(=CC12)C=CC=C3)C=CC=C4